cholest-enyloxy-3,5-diaminobenzene C(=C(C)CCC[C@@H](C)[C@H]1CC[C@H]2[C@@H]3CCC4CCCC[C@]4(C)[C@H]3CC[C@]12C)OC1=CC(=CC(=C1)N)N